CC=1C=CC=C2C=CNC12 7-methyl-1H-indole